Cl.[N+](=O)([O-])N[C@@H](CC(C)C)[C@@H](O)CC(O)=O Nitrostatine hydrochloride